(1S,2R,3R,4S,6R)-4,6-diamino-3-[(2R,3R,6S)-6-[(1R)-1-aminoethyl]-3-hydroxy-tetrahydropyran-2-yl]oxy-cyclohexane-1,2-diol N[C@@H]1[C@H]([C@@H]([C@H]([C@@H](C1)N)O)O)O[C@H]1O[C@@H](CC[C@H]1O)[C@@H](C)N